chlorobutoxymagnesium ClCCCCO[Mg]